1-(4-(4-bromophenyl)bicyclo[2.2.2]octan-1-yl)heptan-1-ol BrC1=CC=C(C=C1)C12CCC(CC1)(CC2)C(CCCCCC)O